1-(4-cyclopropoxy-3-nitrophenyl)-4-methylpiperazine C1(CC1)OC1=C(C=C(C=C1)N1CCN(CC1)C)[N+](=O)[O-]